O1CCCC2=C1C(=CC=C2)B(O)O 3,4-dihydro-2H-1-benzopyran-8-ylboronic acid